O=C1N(CCC1)CCCC(=O)OC(CCCCCCCC)CCCCCCCC heptadecan-9-yl 4-(2-oxopyrrolidin-1-yl)butanoate